tert-Butyl 6-(tert-butyl)-3',6'-dihydro-[2,4'-bipyridine]-1'(2'H)-carboxylate C(C)(C)(C)C1=CC=CC(=N1)C=1CCN(CC1)C(=O)OC(C)(C)C